1-(4-fluorobenzyl)indolin-5-amine FC1=CC=C(CN2CCC3=CC(=CC=C23)N)C=C1